FC1(CN2C=3C(=C(SC3C(NC[C@H]2COC)=O)C=2C=NNC2)O1)F (S)-4,4-difluoro-6-(methoxymethyl)-2-(1H-pyrazol-4-yl)-4,5,7,8-tetrahydro-3-oxa-1-thia-5a,8-diazabenzo[cd]azulen-9(6H)-one